C(C)(C)(C)OC(=O)N[C@@H](CC1=CC=C(C=C1)NS(=O)(=O)O)C=1SC=C(N1)COC (S)-4-(2-(tert-butoxycarbonylamino)-2-(4-(methoxymethyl)thiazol-2-yl)ethyl)-phenylaminosulfonic acid